methylfuran CC1=CC=CO1